C(C)(C)(C)OC(=O)N[C@H](C(=O)OC(C)(C)C)CC1=NOC(=N1)C tert-butyl (S)-2-((tert-butoxycarbonyl)amino)-3-(5-methyl-1,2,4-oxadiazol-3-yl)propanoate